ClC=1C=NN(C(C1Cl)=O)[C@@H](C(=O)O)C (2R)-2-(4,5-dichloro-6-oxo-pyridazin-1-yl)propanoic acid